FC1(CN(CC1)[C@@H]1C([C@H](C1)NC(=O)[C@H]1CCN(C2(CC2)C1)C(=O)C1=NNC(=C1)C1=CC(=NC=C1F)OC)(C)C)F (S)-N-((1S,3S)-3-(3,3-difluoropyrrolidin-1-yl)-2,2-dimethylcyclobutyl)-4-(5-(5-fluoro-2-methoxypyridin-4-yl)-1H-pyrazole-3-carbonyl)-4-azaspiro[2.5]octane-7-carboxamide